BrC=1C=C(C(=C(C1)OC)C#C)OC 5-bromo-2-ethynyl-1,3-dimethoxybenzene